(tert-butoxymethyl)-2-chloro-5-(1-(4-nitro-1H-pyrazol-1-yl)ethyl)pyrimidine C(C)(C)(C)OCC1=NC(=NC=C1C(C)N1N=CC(=C1)[N+](=O)[O-])Cl